N-(5-cyano-4-((2-methoxyethyl)amino)pyridin-2-yl)-5-formyl-1-ethyl-1H-pyrrolo[3,2-b]pyridine-3-carboxamide C(#N)C=1C(=CC(=NC1)NC(=O)C1=CN(C=2C1=NC(=CC2)C=O)CC)NCCOC